N-[2-bromo-4-(1,1,1,2,3,3,3-heptafluoropropan-2-yl)-6-(trifluoromethyl)phenyl]-3-[N-(cyclopropylmethyl)-4-cyanobenzamido]-2-fluorobenzamide BrC1=C(C(=CC(=C1)C(C(F)(F)F)(C(F)(F)F)F)C(F)(F)F)NC(C1=C(C(=CC=C1)N(C(C1=CC=C(C=C1)C#N)=O)CC1CC1)F)=O